FC1=CC(=C(OC=2C(=NC=NC2)N2CC3(CC(N(C3)CC3=CC(=C(C=C3)F)[N+](=O)[O-])=O)CC2)C=C1)C1=CC=NN1C(C)C 7-(5-(4-fluoro-2-(1-isopropyl-1H-pyrazol-5-yl)phenoxy)pyrimidin-4-yl)-2-(4-fluoro-3-nitrobenzyl)-2,7-diazaspiro[4.4]Nonan-3-one